BrC1=NC(=CC(=C1)[C@H]1N(C[C@@H](NC1)C)S(=O)(=O)C)Cl (2R,5S)-2-(2-bromo-6-chloropyridin-4-yl)-5-methyl-1-(methylsulfonyl)piperazine